ethyl 3-(bis(4H-benzo[d][1,3]dioxin-6-yl)methylene)-8-azabicyclo[3.2.1]octane-8-carboxylate O1COCC2=C1C=CC(=C2)C(=C2CC1CCC(C2)N1C(=O)OCC)C1=CC2=C(OCOC2)C=C1